2-(3-chloro-5-fluoro-phenoxy)-N-(3-methylsulfonylphenyl)-5-(trifluoromethyl)pyridine-3-carboxamide ClC=1C=C(OC2=NC=C(C=C2C(=O)NC2=CC(=CC=C2)S(=O)(=O)C)C(F)(F)F)C=C(C1)F